[Cs].[Sb].[K].[Na] sodium-potassium-antimony-cesium